NC=1C=CC(=C2CN(C(C12)=O)CC(C#N)=C)C=1C=C2C3=C(NC2=CC1)N=CC=C3C=3C=NN(C3)C 2-({7-amino-4-[4-(1-methyl-1H-pyrazol-4-yl)-9H-pyrido[2,3-b]indol-6-yl]-1-oxo-2,3-dihydro-1H-isoindol-2-yl}methyl)prop-2-enenitrile